trimethylolpropane tris(4-mercaptopentanoate) SC(CCC(=O)O)C.SC(CCC(=O)O)C.SC(CCC(=O)O)C.C(O)C(CC)(CO)CO